C1(CCC1)OC1=CC=2N(C=C1C(=O)OC1=CC=CC=C1)C=C(N2)C21COC(CC2)(C1)C phenyl 7-cyclobutoxy-2-(1-methyl-2-oxabicyclo[2.2.1]heptan-4-yl)imidazo[1,2-a]pyridine-6-carboxylate